C(C)(C)(C)C=1C=C(CC(C(=O)N)CCCCCCC(C(=O)N)CC2=CC(=C(C(=C2)C(C)(C)C)O)C(C)(C)C)C=C(C1O)C(C)(C)C hexamethylenebis-(3,5-di-tert-butyl-4-hydroxyhydrocinnamamide)